methyl (R)-3-(6-chloro-1H-pyrazolo[3,4-b]pyrazin-1-yl)-2-methylpropanoate ClC1=CN=C2C(=N1)N(N=C2)C[C@H](C(=O)OC)C